N-{4-[4-amino-7-(1-isobutyrylpiperidin-4-yl)pyrrolo[2,1-f][1,2,4]triazin-5-yl]phenyl}-6-cyclopropyl-3-oxo-2-phenyl-2,3-dihydropyridazine-4-carboxamide NC1=NC=NN2C1=C(C=C2C2CCN(CC2)C(C(C)C)=O)C2=CC=C(C=C2)NC(=O)C=2C(N(N=C(C2)C2CC2)C2=CC=CC=C2)=O